BrC1=C(C=2SCC[C@H]3N(C2N=C1)CCNC3)C (R)-3-bromo-4-methyl-6,7,7a,8,10,11-hexahydro-9H-pyrazino[1,2-d]pyrido[3,2-b][1,4]thiazepin